1-Pyridin-3-yl-1H-[1,2,3]triazole-4-carboxylic acid {2-[3-(2-chloro-phenoxy)-pyrrolidin-1-yl]-2-oxo-ethyl}-amide ClC1=C(OC2CN(CC2)C(CNC(=O)C=2N=NN(C2)C=2C=NC=CC2)=O)C=CC=C1